7-Chloro-4-(cyclopropylmethyl)-1-((1-methyl-4-nitro-1H-imidazol-5-yl)thio)thieno[2,3-e][1,2,4]triazolo[4,3-a]pyrimidin-5(4H)-one ClC1=CC2=C(C(N(C=3N2C(=NN3)SC3=C(N=CN3C)[N+](=O)[O-])CC3CC3)=O)S1